5-(2-(3,4-difluoro-5-(4-(methoxymethyl)-1H-pyrazol-1-yl)phenyl)cyclopropyl)-2,2'-bipyrimidine FC=1C=C(C=C(C1F)N1N=CC(=C1)COC)C1C(C1)C=1C=NC(=NC1)C1=NC=CC=N1